OC(C)(C)C1CCNCC1 4-(2-hydroxypropan-2-yl)piperidine